6-bromo-1,3,3-trimethyl-7-(trifluoromethyl)-imidazo[1,2-a]pyrimidine-2,5-dione BrC1=C(N=C2N(C1=O)C(C(N2C)=O)(C)C)C(F)(F)F